C(C)(=O)NNC(=O)C1=C(C2=C(N(C(C1)=O)CC1=CC(=C(C=C1)C)F)C=C(C=C2)Cl)Br N'-acetyl-5-bromo-8-chloro-1-(3-fluoro-4-methylbenzyl)-2-oxo-2,3-dihydro-1H-benzo[b]azepine-4-carbohydrazide